5-[4,6-difluoro-1-(2-trimethylsilylethoxymethyl)indol-5-yl]oxy-2-(methoxymethoxy)benzonitrile FC1=C2C=CN(C2=CC(=C1OC=1C=CC(=C(C#N)C1)OCOC)F)COCC[Si](C)(C)C